6-[({6-[1-(2,6-dioxopiperidin-3-yl)-3-methyl-2-oxo-1,3-benzodiazol-4-yl]hexyl}carbamoyl)amino]-4-{[3-(5-fluoropyrimidin-2-yl)-2-methoxyphenyl]amino}-N-methylpyridine-3-carboxamide O=C1NC(CCC1N1C(N(C2=C1C=CC=C2CCCCCCNC(=O)NC2=CC(=C(C=N2)C(=O)NC)NC2=C(C(=CC=C2)C2=NC=C(C=N2)F)OC)C)=O)=O